N-((7-chloro-8-fluoroimidazo[1,5-a]pyridin-1-yl)methyl)-1-(1-((6-cyclopropylimidazo[1,2-a]pyridin-2-yl)methyl)-1H-pyrazol-4-yl)-2,2,2-trifluoroethan-1-amine ClC1=C(C=2N(C=C1)C=NC2CNC(C(F)(F)F)C=2C=NN(C2)CC=2N=C1N(C=C(C=C1)C1CC1)C2)F